C(C)(C)(C)OC(=O)N1C[C@@H]2N(OC[C@@H]2C1)CC1=CC=CC=C1 cis-1-benzyltetrahydro-1H-pyrrolo[3,4-c]isoxazole-5(3H)-carboxylic acid tert-butyl ester